COC(=O)[C@@H]1N(CCC1)CC1CCN(CC1)C(=O)OC(C)(C)C tert-butyl (R)-4-((2-(methoxycarbonyl)pyrrolidin-1-yl)methyl)piperidine-1-carboxylate